C(C)(C)(C)OC(=O)N1OCCC(C1)N 4-aminooxazinane-2-carboxylic acid tert-butyl ester